ClC=1C=CC2=C(C(=CS2)CN2C(OC3(C2)CC(CCC3)CN3C=CC2=CC=C(C=C32)C#N)=O)C1 1-({3-[(5-chloro-1-benzothien-3-yl)methyl]-2-oxo-1-oxa-3-azaspiro[4.5]decan-7-yl}methyl)-1H-indole-6-carbonitrile